ClC1=C(C=C(C=O)C=C1)CO[Si](C(C)C)(C(C)C)C(C)C 4-chloro-3-(((triisopropylsilyl)oxy)methyl)benzaldehyde